CC(C)(C)OC(=O)N1CC(C1)C(=O)O Boc-azetidine-3-carboxylic acid